C(C)(C)(C)OC(=O)N1[C@H](C[C@H](CC1)C1=CC=CC=C1)C(=O)O (2R,4S)-1-(tert-butoxycarbonyl)-4-phenylpiperidine-2-carboxylic acid